9Z,12Z-octadecadien-1-ol C(=CC=CCCCCCCCCCCCCCC)O